spiro[chromene-2,1'-cyclobutane] carbon [C].C12(CCC1)OC1=CC=CC=C1C=C2